ethyl(4-methylphenylethyl)phosphinate C(C)P([O-])(=O)CCC1=CC=C(C=C1)C